7-methanesulfonyl-2,7-diazaspiro[3.5]nonane hydrochloride Cl.CS(=O)(=O)N1CCC2(CNC2)CC1